tert-butyl 4-[3-(2,6-dioxo-3-piperidyl)-7-hydroxy-2-oxo-1,3-benzoxazol-6-yl]-3,6-dihydro-2H-pyridine-1-carboxylate O=C1NC(CCC1N1C(OC2=C1C=CC(=C2O)C=2CCN(CC2)C(=O)OC(C)(C)C)=O)=O